Methyl 3-bromo-5-formyl-2-methoxybenzoate BrC=1C(=C(C(=O)OC)C=C(C1)C=O)OC